ClC=1C(=CC=C2C=CC=C(C12)B(O)O)F (8-chloro-7-fluoronaphthalen-1-yl)boronic acid